NC1=NN2C(C=C(C=C2)C=2C=C(C(=C(C(=O)OC)C2)C)F)=N1 methyl 5-(2-amino-[1,2,4]triazolo[1,5-a]pyridin-7-yl)-3-fluoro-2-methylbenzoate